NCC(O)(C1=CC=C(C=C1)Cl)C=1C=NC(=CC1)C1=C2C(=NC=C1)NC=C2Br 2-amino-1-(6-(3-bromo-1H-pyrrolo[2,3-b]pyridin-4-yl)pyridin-3-yl)-1-(4-chlorophenyl)ethan-1-ol